ClC1=CC2=C(C=N1)C(=NN2)C(=O)OC methyl 6-chloro-1H-pyrazolo[4,3-C]pyridine-3-carboxylate